(1S,3'R,4'S,5'S,6'R)-6'-methyl-6-(4-propyl-benzyl)-5-chloro-3',4',5',6'-tetrahydro-3H-spiro[isobenzofuran-1,2'-pyran]-3',4',5'-triol C[C@@H]1[C@H]([C@@H]([C@H]([C@]2(O1)OCC1=CC(=C(C=C12)CC1=CC=C(C=C1)CCC)Cl)O)O)O